C(C)S1C(=C(C2=C1N(C(N(C2=O)CCO)=O)CCC2=CC(=CC(=C2)F)F)C)C(=O)O[C@@H](C[Se]C2=CC=CC=C2)C2=CC=C(C=C2)C2=CC=CC=C2 (R)-1-([1,1'-biphenyl]-4-yl)-2-(phenylseleno)ethan-1-ol ethyl-1-[2-(3,5-difluorophenyl)ethyl]-3-(2-hydroxyethyl)-5-methyl-2,4-dioxo-1H,2H,3H,4H-thieno[2,3-d]pyrimidine-6-carboxylate